(2E)-N-Hydroxy-3-[3-(phenylsulfamoyl)phenyl]prop-2-enamide ONC(\C=C\C1=CC(=CC=C1)S(NC1=CC=CC=C1)(=O)=O)=O